1-thiophen-2-ylpropane-2-thiol S1C(=CC=C1)CC(C)S